2,5-dihydroxy-3-(2-sulfophenylaminocarbonyl)benzenesulfonic acid OC1=C(C=C(C=C1C(=O)NC1=C(C=CC=C1)S(=O)(=O)O)O)S(=O)(=O)O